N[C@@H]([C@@H](C(=O)N1[C@@H](CCC1)C(=O)OC)O)CC(C)(C)C Methyl ((2S,3R)-3-amino-2-hydroxy-5,5-dimethylhexanoyl)-L-prolinate